CNC1=NC=C(C=C1)[Sn](CCCC)(CCCC)CCCC N-methyl-5-(tributylstannyl)pyridin-2-amine